2'-O-methyl-cytidine Ethyl-2-oxocyclooctanecarboxylate C(C)C1(C(CCCCCC1)=O)C(=O)OC[C@@H]1[C@H]([C@H]([C@@H](O1)N1C(=O)N=C(N)C=C1)OC)O